4-(3-(4-(2-(4-((1-(2,6-difluoro-4-(pyrimidin-5-yl)benzoyl)piperidin-4-yl)oxy)piperidin-1-yl)acetyl)piperazine-1-carbonyl)-4-fluorobenzyl)phthalazin-1(2H)-one FC1=C(C(=O)N2CCC(CC2)OC2CCN(CC2)CC(=O)N2CCN(CC2)C(=O)C=2C=C(CC3=NNC(C4=CC=CC=C34)=O)C=CC2F)C(=CC(=C1)C=1C=NC=NC1)F